C(C)(C)(C)OC(=O)N(CCC1=NC(=CC=C1[N+](=O)[O-])OC)CC1=C(C=CC(=C1)F)NC1=C(C(=O)OC)C=C(C(=C1)F)Cl Methyl 2-((2-(((tert-butoxycarbonyl)(2-(6-methoxy-3-nitropyridin-2-yl)ethyl)-amino)methyl)-4-fluorophenyl)amino)-5-chloro-4-fluorobenzoate